(1R,4s)-4-(8-(2,6-dichloro-4-fluorophenylamino)-2-((1S,3S)-3-hydroxycyclohexylamino)-9H-purin-9-yl)cyclohexanecarboxamide ClC1=C(C(=CC(=C1)F)Cl)NC=1N(C2=NC(=NC=C2N1)N[C@@H]1C[C@H](CCC1)O)C1CCC(CC1)C(=O)N